(2-methoxyphenyl)magnesium bromide COC1=C(C=CC=C1)[Mg]Br